O[C@@H]1[C@H](CCC1)OCC1=NC=C(C=N1)C1=CC=2N(C=C1)N=C(C2)NC(=O)C2CC(C2)N2[C@H](CN(CC2)C(C2=CC(=NC=C2)C)=O)C (1R,3s)-N-(5-(2-((((1S,2S)-2-Hydroxycyclopentyl)oxy)methyl)pyrimidin-5-yl)pyrazolo[1,5-a]pyridin-2-yl)-3-((S)-2-methyl-4-(2-methylisonicotinoyl)piperazin-1-yl)cyclobutane-1-carboxamide